2-HYDROXYQUINOLINE-8-CARBOXALDEHYDE OC1=NC2=C(C=CC=C2C=C1)C=O